1,2,3,4-tetrahydronaphthalene-2-carboxylic acid methyl ester COC(=O)C1CC2=CC=CC=C2CC1